C(CCC)N(C1=CC=C(/C=C/C2=C(C(OC2(C2=C(C(=C(C(=C2F)F)F)F)F)C)=C(C#N)C#N)C#N)C=C1)CCCCO (E)-2-(4-(4-(butyl(4-hydroxybutyl)amino)styryl)-3-cyano-5-methyl-5-(perfluorophenyl)furan-2(5H)-ylidene)malononitrile